[N+](=O)([O-])C1=CC(=C(C=C1)N(CC(=O)O)CC(=O)O)OCC#C 2,2'-((4-nitro-2-(prop-2-yn-1-yloxy)phenyl)azanediyl)diacetic acid